ON1C(CC(CC1(C)C)OC(C1=CC=CC=C1)=O)(C)C 1-hydroxy-4-benzoyloxy-2,2,6,6-tetramethylpiperidine